4-amino-7-fluoro-N-(2-fluoro-4-(trifluoromethyl)benzyl)-N-(1-methyl-1H-pyrazol-4-yl)imidazo[1,5-a]quinoxaline-8-carboxamide NC=1C=2N(C3=CC(=C(C=C3N1)F)C(=O)N(C=1C=NN(C1)C)CC1=C(C=C(C=C1)C(F)(F)F)F)C=NC2